5-((2,6-Difluorophenyl)ethynyl)-N,N-dimethylpyrazin-2-amine FC1=C(C(=CC=C1)F)C#CC=1N=CC(=NC1)N(C)C